C(CCCC)N1C(C2=CC=CC=C2C1)=O pentyl-1-oxoisoindoline